4-nitrophenyl (1-(3-((tert-butyldiphenylsilyl)oxy)propyl)-4-(trifluoromethyl)pyrrolidin-3-yl)carbamate [Si](C1=CC=CC=C1)(C1=CC=CC=C1)(C(C)(C)C)OCCCN1CC(C(C1)C(F)(F)F)NC(OC1=CC=C(C=C1)[N+](=O)[O-])=O